6,7,8,9-tetrahydro-5H-5,8-epiminocyclohepta[c]pyridine-10-carboxylate C1=NC=CC2=C1CC1CCC2N1C(=O)[O-]